C(C)OC([C@H]([C@H](C1=CC=CC=C1)NC(C1=C(C=CC=C1)Cl)=O)O)=O (2S,3S)-2-hydroxy-3-o-chlorobenzoylamino-3-phenylpropionic acid ethyl ester